1-cyclopropyl-4-(4-(4,4,5,5-tetramethyl-1,3,2-dioxaborolan-2-yl)phenyl)piperidine C1(CC1)N1CCC(CC1)C1=CC=C(C=C1)B1OC(C(O1)(C)C)(C)C